propylenedilauric acid amide C(C(C)CCCCCCCCCCCC(=O)N)CCCCCCCCCCCC(=O)N